benzyl (S)-6-(4-(methoxycarbonyl) phenyl)-4-(2-methylthiophene-3-yl)-3,6-dihydropyridine-1(2H)-carboxylate COC(=O)C1=CC=C(C=C1)[C@@H]1C=C(CCN1C(=O)OCC1=CC=CC=C1)C1=C(SC=C1)C